tert-Butyl 4-(4-chloro-2-(4-chloro-2-fluorophenyl)-2H-chromen-8-yl)piperidine-1-carboxylate ClC1=CC(OC2=C(C=CC=C12)C1CCN(CC1)C(=O)OC(C)(C)C)C1=C(C=C(C=C1)Cl)F